C(=O)(OCC1=CC=CC=C1)N1CC(C1)(C(=O)O)C 1-Carbobenzoxy-3-methyl-azetidine-3-carboxylic acid